OCC(COCC(COCC(CO)CO)N1N=NC(=C1)CCCC(=O)O)CO 4-(1-(1,3-bis(3-hydroxy-2-(hydroxymethyl)propoxy)propan-2-yl)-1H-1,2,3-triazol-4-yl)butanoic acid